((2R,6S)-2,6-dimethylmorpholino)(2-(2,4,5-trifluoro-3-methoxyphenyl)oxazol-4-yl)methanone C[C@H]1O[C@H](CN(C1)C(=O)C=1N=C(OC1)C1=C(C(=C(C(=C1)F)F)OC)F)C